NCCC1=CC(=CC=2C3=CC(=CC=C3NC12)Cl)NC1=CC=C(C=C1)Cl 1-(2-aminoethyl)-6-chloro-N-(4-chlorophenyl)-9H-carbazol-3-amine